2-methyl-5-[(4-methyl-1,3-thiazol-5-yl)methoxy]-N-(oxolan-3-yl)-1-benzothiophene-3-carboxamide CC=1SC2=C(C1C(=O)NC1COCC1)C=C(C=C2)OCC2=C(N=CS2)C